(3-Methoxyphenyl)methanesulfonic acid COC=1C=C(C=CC1)CS(=O)(=O)O